tert-butyl 4-(3,4-dihydroxyphenyl)-3,6-dihydropyridine-1(2H)-carboxylate OC=1C=C(C=CC1O)C=1CCN(CC1)C(=O)OC(C)(C)C